N-((6S,7S)-6-((2-fluoro-[1,1'-biphenyl]-3-yl)methyl)-5-(2-((S)-oxetan-2-yl)acetyl)-5-azaspiro[2.4]heptan-7-yl)methanesulfonamide FC1=C(C=CC=C1C[C@@H]1N(CC2(CC2)[C@@H]1NS(=O)(=O)C)C(C[C@H]1OCC1)=O)C1=CC=CC=C1